C1C(CC12CCC2)NCCCCCCCNC=2C=C(C=CC2)C2C(NC(CC2)=O)=O 3-(3-((7-(Spiro[3.3]heptan-2-ylamino)heptyl)amino)phenyl)piperidine-2,6-dione